FC=1C=C2C(=CNC2=CC1F)C[C@@H](C)NCC(C)(F)F (R)-3-((1-(5,6-difluoro-1H-indol-3-yl)propan-2-yl)amino)-2,2-difluoropropane